[Ca+2].S(=O)(=O)([O-])C(C(=O)OCC(CCCC)CC)CC(=O)OCC(CCCC)CC.C(C)C(COC(C(CC(=O)OCC(CCCC)CC)S(=O)(=O)[O-])=O)CCCC 1,4-Bis(2-ethylhexyl) sulfosuccinate, calcium salt